FC1=C(C=CC=C1)C1=C(C(=NC2=CC=CC=C12)C(F)(F)F)C#CC1=C(C=CC=C1)F 4-(2-Fluorophenyl)-3-((2-fluorophenyl)ethynyl)-2-(trifluoromethyl)quinoline